diethylaminoethyl-vinylether C(C)N(CC)CCOC=C